NCC1=C(C=CC=C1)O 2-aminomethyl-phenol